N-[(4-cyanophenyl)methyl]-6-methyl-4-[(1-methylcyclopropyl)amino]furo[2,3-d]pyrimidine-5-carboxamide C(#N)C1=CC=C(C=C1)CNC(=O)C1=C(OC=2N=CN=C(C21)NC2(CC2)C)C